FC1=C(C=CC(=C1)C#CCN1CCCC1)O C2-fluoro-4-(3-pyrrolidin-1-ylprop-1-ynyl)phenol